BrC1=CC=C(C2=CC=CC=C12)C1=C(C=CC=C1)C1=NC(=NC(=N1)C1=CC=CC=C1)C1=CC=CC=C1 (2-(4-bromonaphthalen-1-yl)phenyl)-4,6-diphenyl-1,3,5-triazine